C1C23C4=CC=5N=CSC5C=C4C=C(C2=CC=C1)NCC3 5,11b-(epiminoethano)phenanthro[3,2-d]thiazol